N1C=NC2=C1C=CC(=C2)N2C([C@@H]([C@@H]2C=2C=NC(=CC2C)C=2C=NN(C2)C(F)(F)F)C2CC2)=O (3R,4R)-1-(1H-benzo[d]imidazol-5-yl)-3-cyclopropyl-4-(4-methyl-6-(1-(trifluoromethyl)-1H-pyrazol-4-yl)pyridin-3-yl)azetidin-2-one